N4-(2-(4-methylpiperazin-1-yl)ethyl)-N2-(2-(thiophen-2-yl)ethyl)quinazoline-2,4-diamine CN1CCN(CC1)CCNC1=NC(=NC2=CC=CC=C12)NCCC=1SC=CC1